COC(=O)C1=CC=CC=2SC3=CC=CC=C3C(C12)=O 1-methoxycarbonylthioxanthone